methyl 2-hydroxy-4-oxo-2-(trifluoromethyl)pentanoate OC(C(=O)OC)(CC(C)=O)C(F)(F)F